C1(CC1)C=1C=C(C#N)C=C(C1)C1=NNC2=CC=C(C=C12)O[C@H](C)C1=C(C=NC=C1Cl)Cl (R)-3-cyclopropyl-5-(5-(1-(3,5-dichloropyridin-4-yl)ethoxy)-1H-indazol-3-yl)benzonitrile